C(#N)C=1C=NC2=CC(=C(C=C2C1NC1=C(C=C(C(=C1)OC)Cl)Cl)OC)OCCCN1CCN(CC1)C(CCCCC(=O)NC1=C2CN(C(C2=CC=C1)=O)C1C(NC(CC1)=O)=O)=O 6-(4-(3-((3-cyano-4-((2,4-dichloro-5-methoxyphenyl)amino)-6-methoxyquinolin-7-yl)oxy)propyl)piperazin-1-yl)-N-(2-(2,6-dioxopiperidin-3-yl)-1-oxoisoindolin-4-yl)-6-oxohexanamide